2-(2'-Hydroxy-3',5'-di-tert-amylphenyl)benzotriazole OC1=C(C=C(C=C1C(C)(C)CC)C(C)(C)CC)N1N=C2C(=N1)C=CC=C2